The molecule is an organic heterotetracyclic compound that has a furonaphthodioxole skeleton bearing 3,4,5-trimethoxyphenyl and hydroxy substituents. It has a role as an antineoplastic agent, a tyrosine kinase inhibitor, an insulin-like growth factor receptor 1 antagonist and a plant metabolite. It is a lignan, a furonaphthodioxole and an organic heterotetracyclic compound. COC1=CC(=CC(=C1OC)OC)[C@H]2[C@H]3[C@H](COC3=O)[C@H](C4=CC5=C(C=C24)OCO5)O